BIS-OCTAHYDROPHENANTHREN-CARBOXAMID C1(CCCC2C3CCC=CC3=CC=C12)(C1CCCC2C3CCC=CC3=CC=C12)C(=O)N